Cl[C@@]1(CC=C(C=C1)F)NC(=O)N (R)-1-(1-chloro-4-fluorophenyl)urea